BrC1=C(C=NN(C1=O)C)N[C@@H]1C[C@@H](CN(C1)C)C1=CC=C(C(=O)N2CCC3(CC2)CCN(CC3)C3=C(C=C(C=C3)C3C(NC(CC3)=O)=O)OC)C=C1 3-[4-[3-[4-[(3R,5R)-5-[(5-bromo-1-methyl-6-oxo-pyridazin-4-yl)amino]-1-methyl-3-piperidyl]benzoyl]-3,9-diazaspiro[5.5]undecan-9-yl]-3-methoxy-phenyl]piperidine-2,6-dione